OC=1C=CC=C2C(N(C(NC12)=O)CC1NNN(C1)CC1=CC=C(C(=O)O)C=C1)=O 4-({4-[(8-hydroxy-2,4-dioxo-1H-quinazolin-3-yl)methyl]-1,2,3-triazacyclopent-1-yl}methyl)benzoic acid